CN(CC1=C(C=CC(=C1)CCCCCCCCC)O)CC(=O)[O-].[Na+] Sodium {N-methyl[(2-hydroxy-5-nonylphenyl)methyl]amino}acetate